C(C)(C)(C)OC(=O)N1CC(CC1)NC1=CC=C(C=C1)C1CCCCC1 3-((4-cyclohexylphenyl)amino)pyrrolidine-1-carboxylic acid tert-butyl ester